methyl (1S,3R)-2-(2-chloroacetyl)-1-(4-((15-oxo-20,20-diphenyl-3,6,9,12-tetraoxa-16-azabehenyl) carbamoyl) phenyl)-2,3,4,9-tetrahydro-1H-pyrido[3,4-b]indole-3-carboxylate ClCC(=O)N1[C@H](C=2NC3=CC=CC=C3C2C[C@@H]1C(=O)OC)C1=CC=C(C=C1)C(NCCOCCOCCOCCOCCC(NCCCC(CC)(C1=CC=CC=C1)C1=CC=CC=C1)=O)=O